(8R,9aS)-8-(2,3-dichloro-6-methoxyphenyl)-1-methyl-3H,6H,7H,8H,9H,9aH-pyrido[1,2-a]pyrazin-4-one ClC1=C(C(=CC=C1Cl)OC)[C@H]1C[C@@H]2N(C(CN=C2C)=O)CC1